2-(5-(morpholinomethyl)-3-(4-sulfamoylbenzyl)-1H-indol-1-yl)thiazole-4-carboxylic acid O1CCN(CC1)CC=1C=C2C(=CN(C2=CC1)C=1SC=C(N1)C(=O)O)CC1=CC=C(C=C1)S(N)(=O)=O